(tetrahydro-2H-pyran-4-yl)methan-d2-ol O1CCC(CC1)C(O)([2H])[2H]